Cl.S(N)(=O)(=O)NC1CCN(CC1)C1=C(C=C(C=C1)F)NC(=O)C=1N=C(C=2N(C1)C=CN2)C2=C(C=CC=C2F)F N-(2-{4-[(sulfamoyl)amino]hexahydropyridin-1-yl}-5-fluorophenyl)-8-(2,6-difluorophenyl)imidazo[3,2-a]pyrazine-6-carboxamide hydrochloride